C(C)(C)(C)OC(=O)N1C(C2=C(C3=C(N=C(N=C3)SC)N2C2(C1)CCCCC2)OS(=O)(=O)C(F)(F)F)=O (methylthio)-6'-oxo-5'-(((trifluoromethyl)sulfonyl)oxy)-6'H-spiro[cyclohexane-1,9'-pyrazino[1',2':1,5]pyrrolo[2,3-d]pyrimidine]-7'(8'H)-carboxylic acid tert-butyl ester